FC(C(=O)[O-])(C1=CC=CC=C1)F.[Na+] sodium 2,2-difluoro-2-phenylacetate